OC=1C=C2CC[C@H]([C@H](C2=CC1)C1=CC=C(C=C1)N1CCC(CC1)C=O)C1=CC=C(C=C1)O 1-[4-[(1S,2R)-6-hydroxy-2-(4-hydroxyphenyl)tetralin-1-yl]phenyl]piperidine-4-carbaldehyde